FC(OC=1C=C(C=CC1)N1N=CC(=C1)C(=O)N)(F)F 1-(3-(trifluoromethoxy)phenyl)-1H-pyrazole-4-carboxamide